(3R)-2,3-dihydro-2-(difluoromethyl)-N-[(3R)-2,3-dihydro-1,1-dimethyl-3-propyl-1H-inden-4-yl]nicotinamide FC(C1[C@H](C(=O)NC2=C3[C@@H](CC(C3=CC=C2)(C)C)CCC)C=CC=N1)F